C1(CC1)C1=NC=NC(=C1C=1N=CC=2C(N1)=C(N(N2)S(=O)(=O)C)CC2=CC=C(C=C2)C=2N(C=C(N2)C(F)(F)F)C)OC 5-(4-cyclopropyl-6-methoxy-pyrimidin-5-yl)-2-methylsulfonyl-3-[[4-[1-methyl-4-(trifluoromethyl)imidazol-2-yl]phenyl]methyl]pyrazolo[4,3-d]pyrimidine